The molecule is a glycosylglucose that is D-glucopyranose attached to a beta-D-glucopyranosyl unit at position 2 via a glycosidic linkage. It has a role as a plant metabolite. C([C@@H]1[C@H]([C@@H]([C@H]([C@@H](O1)O[C@@H]2[C@H]([C@@H]([C@H](OC2O)CO)O)O)O)O)O)O